9-chloro-4-[(2-methoxypyrimidin-5-yl)methyl]-7-(4,5,6,7-tetrahydroindol-1-yl)-3,5-dihydro-2H-1,4-benzoxazepine ClC1=CC(=CC=2CN(CCOC21)CC=2C=NC(=NC2)OC)N2C=CC=1CCCCC21